9H-carbazole-1,8-d2 C1(=CC=CC=2C3=CC=CC(=C3NC12)[2H])[2H]